N-((S)-1-(4,4-difluorocyclohexyl)-2-oxo-2-((4-((R)-1-((S)-2-oxo-4-(trifluoromethyl)imidazolidin-1-yl)propyl)pyridin-2-yl)amino)ethyl)-4-ethyl-1,2,5-oxadiazole-3-carboxamide FC1(CCC(CC1)[C@@H](C(NC1=NC=CC(=C1)[C@@H](CC)N1C(N[C@@H](C1)C(F)(F)F)=O)=O)NC(=O)C1=NON=C1CC)F